C(#N)[B-](C#N)(C#N)C#N.C(C)[NH+]1CCOCC1 N-ethylmorpholinium tetracyanoborate